4-(5-chloropyridin-2-yl)piperidin-2-yl-benzoic acid methyl ester COC(C1=C(C=CC=C1)C1NCCC(C1)C1=NC=C(C=C1)Cl)=O